C(CCCCCCC)S(=O)(=O)ON=C(C#N)C1=CC=C(C=C1)OC 2-(octylsulfonyloxy-imino)-2-(4-methoxyphenyl)acetonitrile